4-((1-(3,7-dimethyl-4-oxo-2-(pyridin-3-yl)-4H-pyrido[1,2-a]pyrimidin-9-yl)ethyl)amino)-2-(2,4,6-trimethoxybenzyl)benzo[d]isoxazol-3(2H)-one CC1=C(N=C2N(C1=O)C=C(C=C2C(C)NC2=CC=CC1=C2C(N(O1)CC1=C(C=C(C=C1OC)OC)OC)=O)C)C=1C=NC=CC1